ClC=1C=C(C(=O)N2CC(\C(\CC2)=C\C2=CC(=NN2)C=2C=C(C#N)C=CC2)(C)C)C=CC1 3-(5-{(E)-[1-(3-chlorobenzoyl)-3,3-dimethylpiperidin-4-ylidene]methyl}-1H-pyrazol-3-yl)benzonitrile